2,5-dimethyl-2,5-bis(1,1-dimethylethyl-peroxy)hexane CC(C)(CCC(C)(OOC(C)(C)C)C)OOC(C)(C)C